8-ethyl-8-tridecyl acrylate C(C=C)(=O)OC(CCCCCCC)(CCCCC)CC